2,5-bis(N-methyl-N'-(2-quinolinyl)amino)pyrazine CN(C1=NC2=CC=CC=C2C=C1)C1=NC=C(N=C1)N(C)C1=NC2=CC=CC=C2C=C1